(S)-9-(2-(2-(hydroxymethyl)pyrrolidin-1-yl)ethyl)-3-azaspiro[5.5]undecane-3-carboxylic acid tert-butyl ester C(C)(C)(C)OC(=O)N1CCC2(CC1)CCC(CC2)CCN2[C@@H](CCC2)CO